2-oxa-6-azaspiro[3.4]octane C1OCC12CNCC2